2-(4-(5-(3-Methylisoxazol-5-yl)-2-propylpyrimidin-4-yl)piperidin-1-yl)-1-morpholinoethan-1-one CC1=NOC(=C1)C=1C(=NC(=NC1)CCC)C1CCN(CC1)CC(=O)N1CCOCC1